FC1(C(C1)NC(=S)NC=1C=NN2C1N=C(C=C2)N2[C@H](C[C@@H](C2)F)C2=C(C=CC(=C2)F)F)F 1-(2,2-difluorocyclopropyl)-3-(5-((2R,4S)-2-(2,5-difluorophenyl)-4-fluoropyrrolidin-1-yl)pyrazolo[1,5-a]pyrimidin-3-yl)thiourea